(S)-2-hydroxy-N-(4-nitrophenethyl)propaneAmide O[C@H](C(=O)NCCC1=CC=C(C=C1)[N+](=O)[O-])C